ClC=1C=C(OCCCN(C)C)C=CC1C=1N(C2=NC=NC(=C2N1)OC1(CC1)C)CC=1SC(=CN1)C 3-(3-chloro-4-(6-(1-methylcyclopropoxy)-9-((5-methylthiazol-2-yl)methyl)-9H-purin-8-yl)phenoxy)-N,N-dimethylpropan-1-amine